O[C@@H](CNC(C)=O)C N-((R)-2-hydroxypropyl)acetamide